2,2,2-trichloro-N-(5-((5-chloro-4-((2-(dimethylphosphoryl)phenyl)amino)pyrimidin-2-yl)amino)-4-methoxy-2-(4-(4-methylpiperazin-1-yl)piperidin-1-yl)phenyl)acetamide ClC(C(=O)NC1=C(C=C(C(=C1)NC1=NC=C(C(=N1)NC1=C(C=CC=C1)P(=O)(C)C)Cl)OC)N1CCC(CC1)N1CCN(CC1)C)(Cl)Cl